NS(=NC(NC1=C2C(=NC(=C1C)C(=O)O)CCC2)=O)(=O)C2=CN=C(S2)C(C)(C)O 4-(3-(amino(2-(2-hydroxypropan-2-yl)thiazol-5-yl)(oxo)-λ6-sulfaneylidene)ureido)-3-methyl-6,7-dihydro-5H-cyclopenta[b]pyridine-2-carboxylic acid